Cl.COC[C@@H](C)N (2R)-1-methoxypropane-2-amine hydrochloride